C(C)N(C(OCCCCCCCC)=O)CC octyl N,N-diethylcarbamate